FC(OC1=C(C(=C(C=C1)C1=CN=C2N1C=CN=C2NC2=CC(=C(C(=O)NCCCCCNC(OC(C)(C)C)=O)C=C2)CC)F)F)F tert-Butyl (5-(4-((3-(4-(difluoromethoxy)-2,3-difluorophenyl)imidazo[1,2-a]pyrazin-8-yl)amino)-2-ethylbenzamido)pentyl)carbamate